C1(=CC=CC=2SC3=CC=CC=C3SC12)C=1C=C2C=CC(=C(C2=CC1)C1=C(C=CC2=CC(=CC=C12)C1=CC=CC=2SC3=CC=CC=C3SC12)OC1=C(C=C(C=C1)CO)C1=CC=CC=2SC3=CC=CC=C3SC12)OC1=C(C=C(C=C1)CO)C1=CC=CC=2SC3=CC=CC=C3SC12 [(6,6'-di(thianthren-1-yl)[1,1'-binaphthalene]-2,2'-diyl)bis{oxy[3-(thianthren-1-yl)-4,1-phenylene]}]dimethanol